CC1=NOC(=N1)C=1C(=C2C(=NC1)NC=C2)N[C@H]2CN(CCC2)C(=O)OCC2=CC=CC=C2 benzyl (R)-3-((5-(3-methyl-1,2,4-oxadiazol-5-yl)-1H-pyrrolo[2,3-b]pyridin-4-yl)amino)piperidine-1-carboxylate